C(C=1N=C2C(=NC(=NC2=NC1C([2H])([2H])[2H])[C@@H]1C[C@@H](OCC1)C=1C=CC(N(C1)C1CC1)=O)C12CC(C1)(C2)C(F)(F)F)([2H])([2H])[2H] 5-((2R,4S)-4-(6,7-bis(methyl-d3)-4-(3-(trifluoromethyl)bicyclo[1.1.1]pentan-1-yl)pteridin-2-yl)tetrahydro-2H-pyran-2-yl)-1-cyclopropylpyridin-2(1H)-one